FC=1C(=C(C=C2C=CC(=CC12)OCCCCCCN1CCC(CC1)C1=CC2=C(N(C(N2C)=O)C2C(NC(CC2)=O)=O)C=C1)O)N1S(NC(C1)=O)(=O)=O 3-[5-[1-[6-[[8-fluoro-6-hydroxy-7-(1,1,4-trioxo-1,2,5-thiadiazolidin-2-yl)-2-naphthyl]oxy]hexyl]-4-piperidyl]-3-methyl-2-oxo-benzimidazol-1-yl]piperidine-2,6-dione